ClC1=C(C(N(C2=NC(=CC=C12)C(F)(F)F)C1=CC=CC=C1)=O)[N+](=O)[O-] 4-chloro-3-nitro-1-phenyl-7-(trifluoromethyl)-1,8-naphthyridin-2(1H)-one